2-bromo-6-ethyl-5-[(4-methoxyphenyl)methyl]-3-[2-(methylamino)ethyl]-7-piperazin-1-ylpyrido[2,3-b]pyrazin-8-one dihydrobromide Br.Br.BrC=1N=C2C(=NC1CCNC)N(C(=C(C2=O)N2CCNCC2)CC)CC2=CC=C(C=C2)OC